(2-(2,6-dioxopiperidin-3-yl)-1-oxoisoindolin-4-yl)carbamic acid tert-butyl ester C(C)(C)(C)OC(NC1=C2CN(C(C2=CC=C1)=O)C1C(NC(CC1)=O)=O)=O